C(C1=CC=CC=C1)N1CC(CC=2C1=NC=CN2)CNC(OC(C)(C)C)=O tert-butyl ((5-benzyl-5,6,7,8-tetrahydropyrido[2,3-b]pyrazin-7-yl)methyl)carbamate